(2-amino-5-chloro-1-(3-hydroxy-2,6-dimethylphenyl)-1H-pyrrolo[2,3-b]pyridin-3-yl)(6,7-dihydropyrazolo[1,5-a]pyrazin-5(4H)-yl)methanone NC1=C(C=2C(=NC=C(C2)Cl)N1C1=C(C(=CC=C1C)O)C)C(=O)N1CC=2N(CC1)N=CC2